NC1=NN2C(C=C(C=C2)C=2C=C(C(=C(C(=O)NCC(C(O)C3=CC=C(C=C3)F)(F)F)C2)C)F)=N1 5-(2-amino-[1,2,4]triazolo[1,5-a]pyridin-7-yl)-N-(2,2-difluoro-3-(4-fluorophenyl)-3-hydroxypropyl)-3-fluoro-2-methylbenzamide